ClC1=C(C#N)C=CC(=C1)N1CC2(C[C@@H]1C)CCN(CC2)C2=CC=C(C=C2)C(=O)N2CCC(CC2)CN2CCC(CC2)C2=CC=C(C=C2)N[C@@H]2C(NC(CC2)=O)=O 2-Chloro-4-((S)-8-(4-(4-((4-(4-(((S)-2,6-dioxopiperidin-3-yl)amino)phenyl)piperidin-1-yl)methyl)piperidine-1-carbonyl)phenyl)-3-methyl-2,8-diazaspiro[4.5]decan-2-yl)benzonitrile